CC1=NC(=CC=C1NC(=O)N1CCCCC1)C N-(2,6-dimethylpyridin-3-yl)piperidine-1-carboxamide